behenyl sulfate S(=O)(=O)(OCCCCCCCCCCCCCCCCCCCCCC)[O-]